1-(5-chloro-4-(8-fluoroimidazo[1,2-a]pyridin-6-yl)pyridin-2-yl)ethan-1-one ClC=1C(=CC(=NC1)C(C)=O)C=1C=C(C=2N(C1)C=CN2)F